C(C1=CC=CC=C1)NC(=O)C12CC3(N(C=4N(C(N=C(C4)OCC4=CC(=C(C=C4)OC4=CC(=NC=C4)C(F)(F)F)F)=O)C3)C1)C2 N-benzyl-3-((3-fluoro-4-((2-(trifluoromethyl)pyridin-4-yl)oxy)benzyl)oxy)-1-oxo-1H,6H,9H-7,8a-methanopyrrolo[1',2':3,4]imidazo[1,2-c]pyrimidine-7(8H)-carboxamide